[4-[[[1-[[1-(2,6-dioxo-3-piperidinyl)-3-methyl-2-oxo-benzoimidazol-4-yl]methyl]-4-piperidinyl]-methyl-amino]methyl]cyclohexyl]carbamic acid tert-butyl ester C(C)(C)(C)OC(NC1CCC(CC1)CN(C)C1CCN(CC1)CC1=CC=CC=2N(C(N(C21)C)=O)C2C(NC(CC2)=O)=O)=O